N-(3-thiocarbamoylphenyl)-5-methyl-4-oxo-3-(1-propyl-1H-pyrazol-4-yl)-4,5-dihydro-3H-pyrrolo[2,3-c]quinoline-1-carboxamide C(N)(=S)C=1C=C(C=CC1)NC(=O)C1=CN(C=2C(N(C=3C=CC=CC3C21)C)=O)C=2C=NN(C2)CCC